5-[2-(4-Chloro-3-ethoxy-phenylamino)-5-methyl-pyrimidin-4-ylamino]-3H-benzooxazol-2-one ClC1=C(C=C(C=C1)NC1=NC=C(C(=N1)NC=1C=CC2=C(NC(O2)=O)C1)C)OCC